C(C)(C)(C)OC([C@@H](CC1=CC(=CC=C1)O)[C@@H]1CN(CC1)C(=O)OC(C)(C)C)=O (R)-tert-butyl 3-((S)-1-(tert-butoxy)-3-(3-hydroxyphenyl)-1-oxopropan-2-yl)pyrrolidine-1-carboxylate